2-[1-(trifluoromethyl)cyclopropyl]-1H-benzoimidazole-5-carboxamide FC(C1(CC1)C1=NC2=C(N1)C=CC(=C2)C(=O)N)(F)F